N1(C=NC=C1)C(=S)N1C=NC=C1 di(imidazol-1-yl)methanethione